C(C(=C)C)(=O)OCCC(C(=O)N)=C 2-methacryloyloxyethylacrylamide